[NH2+]1NCC1 AZAzetidinium